[N+](=O)([O-])C1=C2C(=CC=C(C2=CC=C1)C(=O)O)C(=O)O 5-nitro-1,4-naphthalenedicarboxylic acid